6-bromo-4-(4-fluorophenoxy)isoquinoline BrC=1C=C2C(=CN=CC2=CC1)OC1=CC=C(C=C1)F